7-nitro-1,2,4,5-tetrahydro-3H-benzo[d]azepine-3-carboxylic acid tert-butyl ester C(C)(C)(C)OC(=O)N1CCC2=C(CC1)C=C(C=C2)[N+](=O)[O-]